N1C(N=CC2=C1C=CC=N2)=O pyrido-pyrimidinone